para-aminophenylaniline NC1=CC=C(NC2=CC=CC=C2)C=C1